o-nitrophenyl-sulfonate [N+](=O)([O-])C1=C(C=CC=C1)S(=O)(=O)[O-]